(S)-1-(4-(thiophen-2-yl)phenyl)ethylamine hydrochloride Cl.S1C(=CC=C1)C1=CC=C(C=C1)[C@H](C)N